ClC=1C=C(C=CC1C#N)OC1CCC(CC1)C(=O)NC=1N=NC(=CC1)C1CCNCC1 (1r,4r)-4-[(3-chloro-4-cyanophenyl)oxy]-N-[6-(hexahydropyridin-4-yl)-1,2-diazin-3-yl](1r,4r)-cyclohexanecarboxamide